6-{5-cyclopropyl-2-[(oxacyclohex-4-yl)amino]pyrimidin-4-yl}-2-[2-oxo-2-(1,2,3,4-tetrahydroisoquinolin-2-yl)ethyl]-2,3-dihydro-1H-isoindol-1-one C1(CC1)C=1C(=NC(=NC1)NC1CCOCC1)C1=CC=C2CN(C(C2=C1)=O)CC(N1CC2=CC=CC=C2CC1)=O